ClC1=CC(=C(C=C1F)[C@H](NC(=O)[C@@H]1N([C@@H]2C[C@@H]2C1)C(C1=CN=CC(=C1)S(=O)(=O)C)=O)C1CC1)F (1R,3R,5R)-N-((R)-(4-chloro-2,5-difluorophenyl)(cyclopropyl)methyl)-2-(5-(methylsulfonyl)nicotinoyl)-2-azabicyclo[3.1.0]hexane-3-carboxamide